2,2,2-trifluoro-1-(2-naphthyl)ethanone O-(propylsulfonyl)oxime C(CC)S(=O)(=O)ON=C(C(F)(F)F)C1=CC2=CC=CC=C2C=C1